(+/-)-5-methyl-8-(trans-3-methyl-4-(4-(tert-pentyl)phenoxy)piperidin-1-yl)-6-oxo-5,6-dihydro-1,5-naphthyridine-2,7-dicarbonitrile CN1C=2C=CC(=NC2C(=C(C1=O)C#N)N1C[C@H]([C@@H](CC1)OC1=CC=C(C=C1)C(C)(C)CC)C)C#N |r|